C(C)(=O)OC1=C(C(=O)OCC2NCCC2)C=CC=C1 (pyrrolidin-2-yl)methyl acetoxybenzoate